CC1=C(CN2C(=NC3=C2C=CC=C3)CO)C=CC=C1 1-(2-methylbenzyl)-2-hydroxymethyl-1H-benzimidazole